(E)-2-(3-((tert-butyldimethylsilyl)oxy)prop-1-yn-1-yl)-6-(2-nitrovinyl)pyridineStearic acid [Si](C)(C)(C(C)(C)C)OCC#CC1(NC(=CC=C1)\C=C\[N+](=O)[O-])CCCCCCCCCCCCCCCCCC(=O)O